NC1=C(C(=NC=C1Br)CO)F (4-amino-5-bromo-3-fluoropyridin-2-yl)methanol